(S)-6-(4-chlorobenzyl)-9-isopropyl-2-(1-methyl-1H-pyrazol-4-yl)-2,6,9-triazaspiro[4.5]decane-7,10-dione ClC1=CC=C(CN2[C@]3(CCN(C3)C=3C=NN(C3)C)C(N(CC2=O)C(C)C)=O)C=C1